C(O)C1CC(CCC1)CO 1,3-bis(methylol)cyclohexane